FC1=CC=C(CNC(=O)C2=NN(C(C=C2C)=O)C2=CC(=C(C=C2)OC2=CC=NC3=CC(=C(C=C23)OC)OC)F)C=C1 N-(4-fluorobenzyl)-1-[4-(6,7-dimethoxyquinolin-4-yloxy)-3-fluorophenyl]-4-methyl-6-oxo-1,6-dihydropyridazine-3-carboxamide